(1S,3R)-1-(5-((1-(3-fluoropropyl)azetidin-3-yl)methyl)thiophen-2-yl)-3-methyl-2-(2,2,3,3-tetrafluoropropyl)-2,3,4,9-tetrahydro-1H-pyrido[3,4-b]indole FCCCN1CC(C1)CC1=CC=C(S1)[C@H]1N([C@@H](CC2=C1NC1=CC=CC=C21)C)CC(C(F)F)(F)F